tert-butyl 4-((5-benzyl-1-(tert-butoxycarbonyl)-2-oxopyrrolidin-3-yl)methyl)-2,2-dimethyloxazolidine-3-carboxylate C(C1=CC=CC=C1)C1CC(C(N1C(=O)OC(C)(C)C)=O)CC1N(C(OC1)(C)C)C(=O)OC(C)(C)C